C(CC)(=O)OC1=C(C(=O)[O-])C=CC=C1OC 2-(propionyloxy)-3-methoxybenzoate